[Br-].C(C)OC(CCCCC/C=C/CCC[P+](C)(C)C)OCC (4E)-11,11-diethoxy-4-undecenyltrimethylphosphonium bromide